2-bromo-5,4'-di-tert-butyl-biphenyl BrC1=C(C=C(C=C1)C(C)(C)C)C1=CC=C(C=C1)C(C)(C)C